acetic acid tert-butyl ester (t-butyl acetate) C(C)(C)(C)CC(=O)O.C(C)(C)(C)OC(C)=O